3-iodo-N-((2,2,5-trimethyl-1,3-dioxan-5-yl)methyl)-1,7-naphthyridin-4-amine IC=1C=NC2=CN=CC=C2C1NCC1(COC(OC1)(C)C)C